O-cyclopentyl S-(2-diethylaminoethyl) methylphosphonothiolate CCN(CC)CCS[P@@](=O)(C)OC1CCCC1